acetic acid [2-(2-chlorothiazol-5-yl)-2-oxoethyl] ester ClC=1SC(=CN1)C(COC(C)=O)=O